C(C)(C)(C)[Si](C)(C)OC(C(CO[Si](C)(C)C(C)(C)C)(F)F)C1=CC=2N(C=C1F)C=NN2 tert-butyl-[3-[tert-butyl(dimethyl)silyl]oxy-2,2-difluoro-1-(6-fluoro-[1,2,4]triazolo[4,3-a]pyridin-7-yl)propoxy]-dimethyl-silane